6-((4-(difluoromethoxy)phenyl)thio)-2-((6-methoxypyridin-3-yl)methyl)phthalazin-1(2H)-one FC(OC1=CC=C(C=C1)SC=1C=C2C=NN(C(C2=CC1)=O)CC=1C=NC(=CC1)OC)F